3-(3-(5-((3-(2,6-dichlorophenyl)-5-isopropylisoxazol-4-yl)methoxy)pyrazin-2-yl)-3-hydroxycyclobutyl)-5-methylbenzoic acid ClC1=C(C(=CC=C1)Cl)C1=NOC(=C1COC=1N=CC(=NC1)C1(CC(C1)C=1C=C(C(=O)O)C=C(C1)C)O)C(C)C